COCCOC1CCC(CC1)N1N=CC=2C1=C(N=C(C2)C2=CN=CS2)C(=O)N ((1r,4r)-4-(2-methoxyethoxy)cyclohexyl)-5-(thiazol-5-yl)-1H-pyrazolo[3,4-c]pyridine-7-carboxamide